(Z)-2-((4-(1-Fluoro-2-(2-methyl-[1,1'-biphenyl]-3-yl)vinyl)-2-methoxy-5-Trifluoromethylbenzyl)amino)-1-ethanol F\C(=C/C=1C(=C(C=CC1)C1=CC=CC=C1)C)\C1=CC(=C(CNCCO)C=C1C(F)(F)F)OC